FC1=C(C(=C(C=C1C(F)(F)F)C)C1=CC2=C(N=N1)N(C=C2C)C2CC(C2)(C)O)O 2-Fluoro-6-{7-[(1s,3s)-3-hydroxy-3-methylcyclobutyl]-5-methyl-7H-pyrrolo[2,3-c]pyridazin-3-yl}-5-methyl-3-(trifluoromethyl)phenol